C(C)C(C(C)C)OC(C=CC)=O 2-butenoic acid 1-ethyl-2-methylpropyl ester